tert-butyl N-[4-[1-(2,6-dioxo-3-piperidyl)-4,6-difluoro-indolin-5-yl]cyclohexyl]-N-methylcarbamate O=C1NC(CCC1N1CCC2=C(C(=C(C=C12)F)C1CCC(CC1)N(C(OC(C)(C)C)=O)C)F)=O